C(C#C)OC1=C(C=CC=C1)NC(C)=O N-(2-Prop-2-ynoxyphenyl)acetamide